N1C=NC2=C1C=CC(=C2)CCNC=2C1=C(N=CN2)C2=C(S1)N=C1C(=C2CN(CCOCCOCCOCCOC)C)COC(C1)(C)C N-(2-(1H-Benzo[d]imidazol-5-yl)ethyl)-8,8-dimethyl-11-(2-methyl-5,8,11,14-tetraoxa-2-azapentadecyl)-7,10-dihydro-8H-pyrano[3'',4'':5',6']pyrido[3',2':4,5]thieno[3,2-d]pyrimidin-4-amine